6-(2-(3-Chloro-2,4-difluorophenyl)-5,6-dihydro-4H-pyrrolo[1,2-b]pyrazol-3-yl)imidazo[1,2-a]pyridine ClC=1C(=C(C=CC1F)C=1C(=C2N(N1)CCC2)C=2C=CC=1N(C2)C=CN1)F